The molecule is a cyanohydrin that is obtained by the formal addition of hydrogen cyanide to the aldehyde group of 4-hydroxybenzaldehyde. It derives from a mandelonitrile. C1=CC(=CC=C1C(C#N)O)O